OC1=C(C=C(C=C1)C=CC)OCCCCC 4-hydroxy-3-pentoxy-1-propenylbenzene